CN1C(=NN=C1)SC(C)C=1C=C(C=CC1)N1N=NC(=C1)C1=CC=CC=C1 1-(3-(1-((4-methyl-4H-1,2,4-triazol-3-yl)sulfanyl)ethyl)phenyl)-4-phenyl-1H-1,2,3-triazole